[Ir+3].C(C)C(CC(=O)[O-])C(CC(C(CC)CC)=O)=O.CC=1C=C(C=C(C1)C)C1=NC=CC2=CC(=CC=C12)C(C)C.CC=1C=C(C=C(C1)C)C1=NC=CC2=CC(=CC=C12)C(C)C.C(C)C(CC(=O)[O-])C(CC(C(CC)CC)=O)=O.C(C)C(CC(=O)[O-])C(CC(C(CC)CC)=O)=O bis(1-(3,5-dimethylphenyl)-6-isopropylisoquinoline) (3,7-diethylnonane-4,6-dionate) iridium (III)